ethyl-2,5-dimethyl-2,5-bis(2-ethylhexanoyl-peroxy)hexane C(C)CC(CCC(C)(OOC(C(CCCC)CC)=O)C)(OOC(C(CCCC)CC)=O)C